C(C)(=O)C([13C]#N)S acetyl-mercaptoacetonitrile-13C